BrC=1SC(=CC1\C=C/1\C(C2=C(SC=C2)C1=O)=O)Br (Z)-5-((2,5-dibromothiophene-3-yl)methylene)-4H-cyclopenta[b]thiophene-4,6(5H)-dione